COC=1N=CC(=NC1)NC1=NNC(=C1)C1=C(C=CC=C1OC[C@@H]1CNCCC1)OC (S)-5-methoxy-N-(5-(2-methoxy-6-(piperidin-3-ylmethoxy)phenyl)-1H-pyrazol-3-yl)pyrazin-2-amine